3-(2-aminoethyl)-1,2,4-oxadiazol-5(4H)-one hydrochloride Cl.NCCC1=NOC(N1)=O